6-(4-methoxypyrrolo[2,1-f][1,2,4]triazin-5-yl)-2-methyl-1-((4-methyl-1,2,3-thiadiazol-5-yl)methyl)-1H-imidazo[4,5-b]pyridine COC1=NC=NN2C1=C(C=C2)C=2C=C1C(=NC2)N=C(N1CC1=C(N=NS1)C)C